4-(dodecylthio)-4-(2,6,6-trimethylcyclohex-2-en-1-yl)butan-2-one C(CCCCCCCCCCC)SC(CC(C)=O)C1C(=CCCC1(C)C)C